(E)-4-(3-hydroxyprop-1-en-1-yl)-2-methoxyphenol OC/C=C/C1=CC(=C(C=C1)O)OC